C1(CC1)C1=CC(=NC=2N1N=C(C2)C2=C(C=C(C=C2)N2CC(CCC2)CC(=O)OC)F)C(=O)N2[C@@H](C1=CC=CC=C1CC2)C Methyl 2-[1-(4-{7-cyclopropyl-5-[(1R)-1-methyl-1,2,3,4-tetrahydroisoquinoline-2-carbonyl]pyrazolo[1,5-a]pyrimidin-2-yl}-3-fluorophenyl)piperidin-3-yl]acetate